bis(dimethylamino)-2-propanol CN(C)C(C(C)O)N(C)C